ClC1=CC=C(OCC[C@@H](B2OC(C(O2)(C)C)(C)C)NC([C@@H](COC)NC(OC(C)(C)C)=O)=O)C=C1 tertbutyl ((R)-1-(((R)-3-(4-chlorophenoxy)-1-(4,4,5,5-tetramethyl-1,3,2-dioxaborolan-2-yl)propyl) amino)-3-methoxy-1-oxopropan-2-yl)carbamate